CN(C(CCCCCCCCCCCCC)=O)C N,N-dimethyltetradecaneamide